Ethyl (S)-2-(((3-butyl-3-ethyl-2-methyl-7-(methylthio)-1,1-dioxido-5-phenyl-2,3,4,5-tetrahydro-1,2,5-benzothiadiazepin-8-yl)methyl)thio)acetate C(CCC)[C@@]1(N(S(C2=C(N(C1)C1=CC=CC=C1)C=C(C(=C2)CSCC(=O)OCC)SC)(=O)=O)C)CC